chloro-2H-benzotriazol ClN1N=C2C(=N1)C=CC=C2